C(CCCCCCC(=O)O)(=O)[O-].[NH4+] monoammonium suberate